C(C)(=O)N1CCN(CC1)C1CCN(CC1)C1=C(C=C(C(=C1)OC)NC1=NC=NC(=C1)N1OCC[C@@H]1C1=C(C(=CC=C1)C)F)NC(C=C)=O N-(2-(4-(4-acetylpiperazine-1-yl)piperidine-1-yl)-5-((6-((R)-3-(2-fluoro-3-methylphenyl)isoxazolidine-2-yl)pyrimidine-4-yl)amino)-4-methoxyphenyl)acrylamide